[3-(6-Amino-4-methoxy-pyridin-3-yl)-3,8-diaza-bicyclo[3.2.1]oct-8-yl]-[5-(4-fluoro-phenoxy)-4-methoxy-pyridin-2-yl]-methanon NC1=CC(=C(C=N1)N1CC2CCC(C1)N2C(=O)C2=NC=C(C(=C2)OC)OC2=CC=C(C=C2)F)OC